2,2'-(6-methyl-1-(1-methyl-1H-indazol-5-yl)-2-(1-methyl-1H-pyrazol-4-yl)-7-oxo-3-(phenylsulfonyl)-3,6,7,8-tetrahydrodipyrrolo[2,3-b:3',2'-d]pyridine-8,8-diyl)diacetaldehyde CN1C(C(C2=C3C(=NC=C21)N(C(=C3C=3C=C2C=NN(C2=CC3)C)C=3C=NN(C3)C)S(=O)(=O)C3=CC=CC=C3)(CC=O)CC=O)=O